heptadecyl-Imidazole C(CCCCCCCCCCCCCCCC)C=1NC=CN1